C(C)(C)(C)OC(=O)N1CCN(CC1)C1=C(C(=NC2=C(C=C(C=C12)Cl)OC1=C(C=CC=C1OC)F)Cl)C#N 4-(2,6-dichloro-3-cyano-8-(2-fluoro-6-methoxyphenoxy)quinolin-4-yl)piperazine-1-carboxylic acid tert-butyl ester